N(=[N+]=[N-])CC(=O)OCC ethyl 2-azidoacetate